4-hydroxyl-2,2,6,6-tetramethylpiperidin OC1CC(NC(C1)(C)C)(C)C